2,5-dioxocyclopentyl 3-(2,5-dioxo-2,5-dihydro-1H-pyrrol-1-yl)propionate O=C1N(C(C=C1)=O)CCC(=O)OC1C(CCC1=O)=O